1,N1'-(propane-1,3-diyl)bis(N1-methyl-N3,N3-bis(3-(trimethoxysilyl)propyl)-1,3-propanediamine) C(CCN(CCCN(CCC[Si](OC)(OC)OC)CCC[Si](OC)(OC)OC)C)C(CCN(CCC[Si](OC)(OC)OC)CCC[Si](OC)(OC)OC)NC